1-(2-((3-(5-Isopropoxypyridin-2-yl)-1,2,4-thiadiazol-5-yl)amino)(trifluoromethyl)pyridin-3-yl)pyrrolidin-2-one C(C)(C)OC=1C=CC(=NC1)C1=NSC(=N1)NC1=NC=CC(=C1N1C(CCC1)=O)C(F)(F)F